Ethyl-fluoro-1-[1-(3-hydroxyphenyl) ethyl]-1H-imidazole-5-carboxylate C(C)OC(=O)C1=CN=C(N1C(C)C1=CC(=CC=C1)O)F